3-hydroxy-4-nitro-2,3-dihydro-1H-isoindol-1-one OC1NC(C2=CC=CC(=C12)[N+](=O)[O-])=O